NC1=NC=CC(=C1Cl)SC=1C(=NC(=C(N1)C1COC1)Cl)N 3-[(2-amino-3-chloropyridin-4-yl)sulfanyl]-6-chloro-5-(oxetan-3-yl)pyrazin-2-amine